BrC1=CC(N(C=C1)C1=CC=C(C=C1)O)=O 4-bromo-1-(4-hydroxyphenyl)pyridin-2(1H)-one